CC1=C(C=2N(N=C1N1CC=3C=C(C=NC3CC1)C=1C(=NC=C(C1)F)OC)C=NN2)C 6-(7,8-dimethyl-[1,2,4]triazolo[4,3-b]pyridazin-6-yl)-3-(5-fluoro-2-methoxypyridin-3-yl)-5,6,7,8-tetrahydro-1,6-naphthyridine